(E)-methyl 2-(2-(4-phenoxypyridin-2-yloxy) phenyl)-3-methoxyacrylate O(C1=CC=CC=C1)C1=CC(=NC=C1)OC1=C(C=CC=C1)/C(/C(=O)OC)=C\OC